FC1=CC=C(C=C1)NC(C(C)C12CC(C1)(C2)NC2=NC(=CC=C2)C(F)(F)F)=O N-(4-fluorophenyl)-2-(3-{[6-(trifluoromethyl)pyridin-2-yl]amino}bicyclo[1.1.1]pentan-1-yl)propanamide